heptamethyldiphenylnonaethoxyoctasilane C[Si]([Si]([Si]([Si]([Si]([Si]([Si]([Si](OCC)(OCC)OCC)(OCC)OCC)(OCC)OCC)(OCC)OCC)(C1=CC=CC=C1)C1=CC=CC=C1)(C)C)(C)C)(C)C